4-(1-(methoxymethyl)cyclopropyl)-1H-1,2,3-triazol COCC1(CC1)C=1N=NNC1